N1C[C@@H](CC1)C1=NC=NO1 5-((R)-pyrrolidin-3-yl)-1,2,4-oxadiazole